CN(C=1C(=C(C=CC1)C#CC1=NNC2=C1C=1N(C(=N2)N2CCC3([C@@H]([C@@H](OC3)C)N)CC2)C=CN1)F)C (3S,4S)-8-(9-((3-(dimethylamino)-2-fluorophenyl)ethynyl)-7H-imidazo[1,2-c]pyrazolo[4,3-e]pyrimidin-5-yl)-3-methyl-2-oxa-8-azaspiro[4.5]decan-4-amine